2-(2-methoxyphenyl)ethan-1-amine COC1=C(C=CC=C1)CCN